ethyl (3S)-1-(5-bromo-3-pyridyl)piperidine-3-carboxylate BrC=1C=C(C=NC1)N1C[C@H](CCC1)C(=O)OCC